C(CC)[Si](OC1=CC=CC=C1)(OC1=CC=CC=C1)C1=CC=CC2=CC=CC=C12 propyl-(naphthyl)diphenyloxysilane